(1S,6R,9S,9aS)-10-benzyl-1-methylhexahydro-1H,3H-6,9-epiminooxazolo[3,4-a]azepin-3-one C(C1=CC=CC=C1)N1[C@@H]2CC[C@H]1[C@@H]1N(C2)C(O[C@H]1C)=O